N-(2,2-dimethyl-6-(4-(2-oxo-2-(thiazol-2-ylamino)ethyl)piperazin-1-yl)-2,3-dihydrobenzofuran-5-yl)pyrazolo[1,5-a]pyridine-3-carboxamide CC1(OC2=C(C1)C=C(C(=C2)N2CCN(CC2)CC(NC=2SC=CN2)=O)NC(=O)C=2C=NN1C2C=CC=C1)C